(1S,2S,3R,4S)-3-((tert-butoxycarbonyl)amino)-5-oxobicyclo[2.2.1]heptane-2-carboxylic acid methyl ester COC(=O)[C@H]1[C@@H]2CC([C@H]([C@H]1NC(=O)OC(C)(C)C)C2)=O